ClC1=C(C=CC=C1Cl)N1CCN(CC1)C(CCCN1C=NC2=C1C(NC=1C=CC(=CC21)OC)=O)=O 3-(4-(4-(2,3-dichlorophenyl)piperazin-1-yl)-4-oxobutyl)-8-methoxy-3,5-dihydro-4H-imidazo[4,5-c]quinolin-4-one